(trifluoromethyl)imidazo[4,5-b]pyridin FC(F)(F)C=1NC=2C(=NC=CC2)N1